C1(=CC=CC2=CC=CC=C12)C=1C2=C(C(=C(C(=C2C=C2C(=C(C(=C(C12)[2H])[2H])[2H])[2H])[2H])[2H])[2H])[2H] 9-(naphthalen-1-yl)anthracene-1,2,3,4,5,6,7,8-d8